C(C)(C)(C)P(C1=C(C=CC=C1)C1=C(C=C(C=C1C(C)C)C(C)C)C(C)C)C(C)(C)C ditert-butyl-[2-(2,4,6-triisopropyl-phenyl)phenyl]phosphane